(2s,3s)-methylaspartic acid CN[C@@H](CC(=O)O)C(=O)O